5-{2-amino-[1,2,4]triazolo[1,5-a]pyridin-7-yl}-N-({[1,1'-biphenyl]-2-yl}methyl)-2-methoxypyridine-3-carboxamide NC1=NN2C(C=C(C=C2)C=2C=C(C(=NC2)OC)C(=O)NCC2=C(C=CC=C2)C2=CC=CC=C2)=N1